2-azido-1-(3-bromopyridin-4-yl)-3-(pyrimidin-4-yl)prop-2-en-1-one N(=[N+]=[N-])C(C(=O)C1=C(C=NC=C1)Br)=CC1=NC=NC=C1